4-(1,3-Dioxoisoindol-2-yl)-5-nitro-2-oxopentanoic acid ethyl ester C(C)OC(C(CC(C[N+](=O)[O-])N1C(C2=CC=CC=C2C1=O)=O)=O)=O